FC1=C(C=CC=C1)C=1N=C(SC1)NN (2-Fluorophenyl)-2-hydrazinothiazole